FC1=CC=CC=2N=C(OC21)S 7-fluorobenzo[d]oxazole-2-thiol